4-[5-[(3-aminooxetan-3-yl)methyl]pyridin-2-yl]-3-(2-methyl-6-morpholin-4-ylpyridin-4-yl)oxybenzonitrile NC1(COC1)CC=1C=CC(=NC1)C1=C(C=C(C#N)C=C1)OC1=CC(=NC(=C1)N1CCOCC1)C